OC(CC(=O)[O-])C.[Fe+3].OC(CC(=O)[O-])C.OC(CC(=O)[O-])C ferric β-hydroxybutyrate